(3-butene-1-oxy)-3-(propargyloxy)-2-propanol difluorophosphate P(=O)(F)(F)OC(COCCC=C)COCC#C